(3R)-3-((2S)-1-((S)-4-benzyl-2-oxooxazolidin-3-yl)-3-(3-(((benzyloxy)carbonyl)amino)-2,3-dihydrobenzofuran-5-yl)-1-oxopropan-2-yl)pyrrolidine-1-carboxylic acid tert-butyl ester C(C)(C)(C)OC(=O)N1C[C@H](CC1)[C@@H](C(=O)N1C(OC[C@@H]1CC1=CC=CC=C1)=O)CC=1C=CC2=C(C(CO2)NC(=O)OCC2=CC=CC=C2)C1